2-(1-hexylhydrazino)benzothiazole C(CCCCC)N(N)C=1SC2=C(N1)C=CC=C2